N,N'-di-[4-(benzenesulfonyloxy)-3-ethyl-phenyl]urea C1(=CC=CC=C1)S(=O)(=O)OC1=C(C=C(C=C1)NC(=O)NC1=CC(=C(C=C1)OS(=O)(=O)C1=CC=CC=C1)CC)CC